deuterio-N-[(2R,3S)-4,4,6-trideuterio-2-(2,5-difluorophenyl)-5-oxo-6-(trifluoromethyl)tetrahydropyran-3-yl]carbamate [2H]N(C([O-])=O)[C@@H]1[C@H](OC(C(C1([2H])[2H])=O)(C(F)(F)F)[2H])C1=C(C=CC(=C1)F)F